N-cyclohexyl-2-(3-methoxy-4-(2-oxo-2-(pyridin-3-ylamino)ethoxy)phenyl)-2-oxoacetamide C1(CCCCC1)NC(C(=O)C1=CC(=C(C=C1)OCC(NC=1C=NC=CC1)=O)OC)=O